Ethyl 2-[m-tolylmethyl (2-pyridylmethyl)amino]-2-oxo-acetate C1(=CC(=CC=C1)CN(C(C(=O)OCC)=O)CC1=NC=CC=C1)C